NCCOCCOCCOCC(=O)O (2-(2-(2-aminoethoxy)ethoxy)ethoxy)ACETIC ACID